1,1,3,3,5,5-Hexamethyl-Trisiloxane C[SiH](O[Si](O[SiH](C)C)(C)C)C